(E)-3,6,6-Trimethyl-6,7-dihydrobenzofuran-4(5H)-one-O-(4-(piperidin-1-yl)but-2-yn-1-yl) oxime N1(CCCCC1)CC#CCO\N=C\1/CC(CC2=C1C(=CO2)C)(C)C